4-(2-fluoro-3-methoxyphenyl)but-3-en-2-one cobalt titanium [Ti].[Co].FC1=C(C=CC=C1OC)C=CC(C)=O